C(C)(C)(C)OC([C@H](CC1CCC1)OC1=C(C=C(C=C1)Br)C1=NOCC1OCC)=O (2S)-2-[4-bromo-2-(4-ethoxy-4,5-dihydroisoxazol-3-yl)phenoxy]-3-cyclobutyl-propionic acid tert-butyl ester